4-[4-(6-Chloro-1,3-benzooxazol-2-yl)piperidin-1-yl]-1,6-dimethyl-2-oxo-1,2-dihydro-quinoline-3-carbonitrile ClC1=CC2=C(N=C(O2)C2CCN(CC2)C2=C(C(N(C3=CC=C(C=C23)C)C)=O)C#N)C=C1